4-HYDROXY-PYRIDINE-2-CARBALDEHYDE OC1=CC(=NC=C1)C=O